BrC=1C=CC(=C(C1)C1CC12CCNCC2)N2N=C(N=N2)C2=NC(=NC(=C2)C)N2CCC(CC2)(F)F (5-bromo-2-{5-[2-(4,4-difluoropiperidin-1-yl)-6-methylpyrimidin-4-yl]-2H-1,2,3,4-tetrazol-2-yl}phenyl)-6-azaspiro[2.5]octane